O[C@H]1[C@@H](N(C1)C=1N=C(C2=C(N1)CCC2)C=2C=C1C=CNC(C1=CC2)=O)C 6-[2-[(2S,3R)-3-hydroxy-2-methyl-azetidin-1-yl]-6,7-dihydro-5H-cyclopenta[d]pyrimidin-4-yl]-2H-isoquinolin-1-one